F[C@@H]1[C@@H](CN(C1)C)NC1=NN2C(C(=N1)OC)=C(C=C2)C=2C=CC=1N(C2)C=CN1 N-((3R,4S)-4-fluoro-1-methylpyrrolidin-3-yl)-5-(imidazo[1,2-a]pyridin-6-yl)-4-methoxypyrrolo[2,1-f][1,2,4]triazin-2-amine